N[C@@H](CCC(=O)C1=C(C=CC=C1)C(C)C)C (R)-4-amino-1-(2-isopropylphenyl)pentan-1-one